2-Thiocarbonyl-3-(2-((2S,4S)-4-(trifluoromethyl)piperidin-2-yl)benzyl)-1,2,3,7-tetrahydro-6H-purin-6-one C(=S)=C1NC(C=2NC=NC2N1CC1=C(C=CC=C1)[C@H]1NCC[C@@H](C1)C(F)(F)F)=O